2-((17-azido-3,6,9,12,15-pentaoxaheptadecyl)thio)phenol N(=[N+]=[N-])CCOCCOCCOCCOCCOCCSC1=C(C=CC=C1)O